1,3-dibutylpyrrolidinium fluoride [F-].C(CCC)[NH+]1CC(CC1)CCCC